4,4,5,5-tetramethyl-1,3,2-dioxaborinane CC1(OBOCC1(C)C)C